[Si](C)(C)(C(C)(C)C)OC[C@@H]1[C@H](C[C@@H](O1)N1C(=O)NC(=O)C(C)=C1)O 5'-O-tert-butyldimethylsilylthymidine